O[C@H]1CCN(C=C1)C(=O)OCC1=CC=CC=C1 benzyl (S)-4-hydroxy-3,4-dihydropyridine-1(2H)-carboxylate